(5-(Methyl(4'-methyl-[1,1'-biphenyl]-3-yl)amino)-[1,2,4]triazolo[4,3-a]quinazolin-8-yl)methanol CN(C1=NC=2N(C3=CC(=CC=C13)CO)C=NN2)C=2C=C(C=CC2)C2=CC=C(C=C2)C